1-(2,6-difluorobenzyl)-3-(4-(trifluoromethyl)pyridin-2-yl)-1,3,8-triazaspiro[4.5]decane-2,4-dione hydrochloride Cl.FC1=C(CN2C(N(C(C23CCNCC3)=O)C3=NC=CC(=C3)C(F)(F)F)=O)C(=CC=C1)F